1-(6-(5-methyl-2H-tetrazol-2-yl)pyridin-3-yl)ethanone CC=1N=NN(N1)C1=CC=C(C=N1)C(C)=O